NC12COC(C1)(C2)CO (4-amino-2-oxabicyclo[2.1.1]hexane-1-yl)methanol